BrC1=CC2=C(C=N1)OCO2 6-bromo-1,3-dioxolo[4,5-c]-pyridine